(S)-2-amino-2-phenyl-acetic acid methyl ester hydrochloride Cl.COC([C@H](C1=CC=CC=C1)N)=O